OC1=CC=C(OC=2C=C(C=C(C2)N)N)C=C1 3-(4'-hydroxyphenoxy)-1,5-diaminobenzene